CC(C)NCCN(CCNC(C)C)CCNC(C)C tris[2-(propane-2-ylamino)ethyl]amine